N=1ON=C2C1C=CC(=C2)COC2=C(CN[C@H](CO)C(=O)O)C=C(C(=C2)OCC=2C(=C(C=CC2)C2=CC(=CC=C2)CCC(=O)N2CCC(CC2)(O)C#N)Cl)Cl (2-(benzo[c][1,2,5]oxadiazol-5-ylmethoxy)-5-chloro-4-((2-chloro-3'-(3-(4-cyano-4-hydroxypiperidin-1-yl)-3-oxopropyl)-[1,1'-biphenyl]-3-yl)methoxy)benzyl)-D-serine